(5-methyl-2-pyridyl)pyrrolidin-2-one CC=1C=CC(=NC1)N1C(CCC1)=O